(R,Z)-N-(2-phenyl-1-(phenyl-d5)ethyl)-4-(trifluoromethyl)benzimidoyl cyanide C1(=CC=CC=C1)C[C@H](C1=C(C(=C(C(=C1[2H])[2H])[2H])[2H])[2H])\N=C(\C1=CC=C(C=C1)C(F)(F)F)/C#N